ClC=1C(=C(CN2CCCC23CCN(CC3)C(=O)OC(C(F)(F)F)C(F)(F)F)C=CC1)OC 1,1,1,3,3,3-hexafluoropropan-2-yl 1-(3-chloro-2-methoxybenzyl)-1,8-diazaspiro[4.5]decane-8-carboxylate